C=C1[C@]2(C)[C@@H](CC1=O)[C@@H]1CC=C3C[C@H](CC[C@]3(C)[C@H]1CC2)O 17-methylene-16-oxo-androst-5-en-3β-ol